N-((S)-3-hydroxy-3-methylbut-2-yl)-4-((S)-2-methylpyrrolidine-1-carbonyl)thiazole-2-carboxamide OC([C@H](C)NC(=O)C=1SC=C(N1)C(=O)N1[C@H](CCC1)C)(C)C